C(=C)C=1C(=NC(=NC1C(F)(F)F)N1[C@H]([C@@H](C1)O)C)N1C[C@@H]2C([C@@H]2C1)CC(=O)OCC ethyl [(1R,5S,6R)-3-{5-ethenyl-2-[(2S,3R)-3-hydroxy-2-methylazetidin-1-yl]-6-(trifluoromethyl)pyrimidin-4-yl}-3-azabicyclo[3.1.0]hex-6-yl]acetate